C1(CCCCC1)OC1=NC=CC=N1 pyrimidinyl cyclohexyl ether